fluoro-carbon zinc [Zn].F[C]